2-(2-(bromomethyl)phenyl)-1-tosyl-4-(trifluoromethyl)piperidine BrCC1=C(C=CC=C1)C1N(CCC(C1)C(F)(F)F)S(=O)(=O)C1=CC=C(C)C=C1